(3R)-3-(4-(3-fluoropiperidin-4-yl)phenyl)-3-methylpiperidine-2,6-dione, sulfuric acid salt S(O)(O)(=O)=O.FC1CNCCC1C1=CC=C(C=C1)[C@@]1(C(NC(CC1)=O)=O)C